fluoro-2'-deoxyadenosine-5'-monophosphate P(=O)(O)(O)OC[C@@H]1[C@H](C[C@@](O1)(N1C=NC=2C(N)=NC=NC12)F)O